(S)-1-(1-(4-((1-benzyl-1H-1,2,3-triazol-4-yl)methoxy)phenyl)-3-ethoxypropan-2-yl)-1H-imidazo[4,5-c]quinolin-4-amine hydrochloride Cl.C(C1=CC=CC=C1)N1N=NC(=C1)COC1=CC=C(C=C1)C[C@@H](COCC)N1C=NC=2C(=NC=3C=CC=CC3C21)N